1,1,1-trifluoro-2-butene FC(C=CC)(F)F